Cl.CN(CCCN(C1=NC=C(C=C1NS(=O)(=O)C)C1=CC=2C3=C(C=NC2C=C1)N(C(C31CCC1)=O)C)C)C N-(2-((3-(Dimethylamino)propyl)(methyl)amino)-5-(3'-methyl-2'-oxo-2',3'-dihydrospiro[cyclobutane-1,1'-pyrrolo[2,3-c]quinolin]-8'-yl)pyridin-3-yl)methanesulfonamide hydrochloride